methyl N-((2-(4-((tert-butoxycarbonyl)amino)-2-chlorophenyl)thiazole-4-carbonyl)-L-seryl)-O-(tert-butyldiphenylsilyl)-L-serinate C(C)(C)(C)OC(=O)NC1=CC(=C(C=C1)C=1SC=C(N1)C(=O)N[C@@H](CO)C(=O)N[C@@H](CO[Si](C1=CC=CC=C1)(C1=CC=CC=C1)C(C)(C)C)C(=O)OC)Cl